2-[3-[3-[fluoro-(4-methyl-1,2,4-triazol-3-yl)methyl]oxetan-3-yl]phenyl]-3-oxo-7-(trifluoromethyl)isoindoline-5-carbaldehyde FC(C1(COC1)C=1C=C(C=CC1)N1CC2=C(C=C(C=C2C1=O)C=O)C(F)(F)F)C1=NN=CN1C